CN1N=NC(=C1)CN1C2CNC(C1)C2 5-[(1-methyl-1H-1,2,3-triazol-4-yl)methyl]-2,5-diazabicyclo[2.2.1]Heptane